Cl.FC1(CNCCC1C1=C(C=C(NC2C(NC(CC2)=O)=O)C=C1)F)F 3-[4-(3,3-difluoro-4-piperidyl)-3-fluoro-anilino]piperidine-2,6-dione hydrochloride salt